3-(2-(trifluoromethyl)phenyl)cyclopentane-1-carboxylic acid FC(C1=C(C=CC=C1)C1CC(CC1)C(=O)O)(F)F